1-((3S,5R)-1-acryloyl-5-(methoxymethyl)pyrrolidin-3-yl)-3-(((R)-7-chloro-1-ethyl-2,3-dihydro-1H-benzo[d]pyrrolo[1,2-a]imidazol-6-yl)ethynyl)-5-(methylamino)-1H-pyrazole-4-carboxamide C(C=C)(=O)N1C[C@H](C[C@@H]1COC)N1N=C(C(=C1NC)C(=O)N)C#CC=1C(=CC2=C(N=C3N2[C@@H](CC3)CC)C1)Cl